C(CCC)[GeH3+]S butyl-germaniumthiol